ClC1=C(C#N)C=C(C=C1)OC1=C(N=CN(C1=O)CC=1C(NN=C(C1)C(F)F)=O)C(F)F chloro-5-((4-(difluoromethyl)-1-((6-(difluoromethyl)-3-oxo-2,3-dihydropyridazin-4-yl)methyl)-6-oxo-1,6-dihydropyrimidin-5-yl)oxy)benzonitrile